C(CCCCCCCCCCC)(=O)N[C@H]1CCC(=O)OC1=O lauroyl-glutamic acid anhydride